3-{[2-(5-Chloropyridin-2-yl)imidazo[1,2-a]pyridin-3-yl]methyl}-3,8-diazabicyclo[3.2.1]octane-8-carboxylic acid tert-butyl ester C(C)(C)(C)OC(=O)N1C2CN(CC1CC2)CC2=C(N=C1N2C=CC=C1)C1=NC=C(C=C1)Cl